Tetraethyl-morpholine C(C)C1C(N(CCO1)CC)(CC)CC